6-amino-2-methylthieno[2,3-d]thiazole NC1=CSC=2N=C(SC21)C